ON1C(=NC2=C(C1=O)N=C(C=C2)OC)C=2N=NC(=CC2)N(C2CCNCC2)C 3-hydroxy-6-methoxy-2-(6-(methyl(piperidin-4-yl)amino)pyridazin-3-yl)pyrido[3,2-d]pyrimidin-4(3H)-one